(5'S,7a'R)-5'-(3,5-difluorophenyl)-3-((6-(1-methyl-1H-pyrazol-5-yl)pyrimidin-4-yl)oxy)tetrahydro-3'H-spiro[cyclobutane-1,2'-pyrrolo[2,1-b]oxazol]-3'-one FC=1C=C(C=C(C1)F)[C@@H]1CC[C@H]2OC3(C(N21)=O)CC(C3)OC3=NC=NC(=C3)C3=CC=NN3C